1-Benzyl (15-(1-(2,6-dioxopiperidin-3-yl)-3-methyl-2-oxo-2,3-dihydro-1H-benzo[d]imidazol-5-yl)-3,6,9,12-tetraoxapentadec-14-yn-1-yl)carbamate O=C1NC(CCC1N1C(N(C2=C1C=CC(=C2)C#CCOCCOCCOCCOCCNC(OCC2=CC=CC=C2)=O)C)=O)=O